4-oxocyclopentane-1,2-dicarboxylic acid dimethyl ester COC(=O)C1C(CC(C1)=O)C(=O)OC